BrC1=CC(=C(CN2C(CN(CC2)CC(C)C)=O)C=C1)C 1-(4-bromo-2-methylbenzyl)-4-isobutylpiperazin-2-one